C1([C@@H](O)[C@H](O)[C@H](O)[C@@H](O1)C)[C@]1([C@](C(O)(O[C@@H]([C@H]1O[C@H]1[C@H](O)[C@@H](O)[C@@H](O)[C@H](O1)CO)CO)C1[C@@H](O)[C@H](O)[C@H](O)[C@@H](O1)C)(O)C1[C@@H](O)[C@H](O)[C@H](O)[C@@H](O1)C)O trifucosyl-lactose